6-chloropyridine-3-carbaldehyde ClC1=CC=C(C=N1)C=O